N-methyl-N-[trans-4-[[[3-(4-pyridyl)phenyl]methyl]amino]cyclohexyl]carbamic acid tert-butyl ester C(C)(C)(C)OC(N([C@@H]1CC[C@H](CC1)NCC1=CC(=CC=C1)C1=CC=NC=C1)C)=O